ClC1=CC(=C(C(=N1)[N+](=O)[O-])O)OC 6-Chloro-4-methoxy-2-nitropyridin-3-ol